tris[2-(diphenylphosphino)ethyl]-phosphine C1(=CC=CC=C1)P(CCP(CCP(C1=CC=CC=C1)C1=CC=CC=C1)CCP(C1=CC=CC=C1)C1=CC=CC=C1)C1=CC=CC=C1